ClC=1C(=NC=C(C1)N=C(C1=CC=CC=C1)C1=CC=CC=C1)C(C(C)(C)C)O 1-(3-chloro-5-((diphenylmethylene)amino)pyridin-2-yl)-2,2-dimethylpropan-1-ol